ClC=1C=C(CCNC2=NC3=CC=CC=C3C(=N2)NCCN2CCN(CC2)C)C=CC1Cl N2-(3,4-dichlorophenethyl)-N4-(2-(4-methylpiperazin-1-yl)ethyl)quinazoline-2,4-diamine